3-(ethylsulfanyl)-5-(trifluoromethyl)thieno[3,2-b]thiophene-2-carboxylic acid C(C)SC=1C2=C(SC1C(=O)O)C=C(S2)C(F)(F)F